ClCCN(C1=CC=C(C(=O)N[C@@H](CCC(=O)O)C(=O)O)C=C1)CCOS(=O)(=O)C 4-([2-chloroethyl][2-mesyloxyethyl]amino)benzoyl-L-glutamic acid